COC(=O)C1CN(CCC1)C(=O)C=1N=C(SC1)C#C 1-(2-acetylenyl-thiazole-4-carbonyl)piperidine-3-carboxylic acid methyl ester